(E)-1-(5,6-dihydro-2H-pyran-3-yl)-N-hydroxymethanimine O1CC(=CCC1)\C=N\O